NC1=NN2C(C=C(C=C2)C=2C(=C(C(=O)OC)C(=CC2)C)Cl)=N1 methyl 3-(2-amino-[1,2,4]triazolo[1,5-a]pyridin-7-yl)-2-chloro-6-methylbenzoate